1-(4-(3-((4-amino-7-((1r,3r)-3-hydroxycyclobutyl)-5-(4-phenoxyphenyl)-7H-pyrrolo[2,3-d]pyrimidin-6-yl)ethynyl)azetidin-1-yl)piperidin-1-yl)prop-2-en-1-one NC=1C2=C(N=CN1)N(C(=C2C2=CC=C(C=C2)OC2=CC=CC=C2)C#CC2CN(C2)C2CCN(CC2)C(C=C)=O)C2CC(C2)O